N1N=CC2=CC=CC(=C12)CC1=CC(=CC(=N1)C(=O)N(C)C1CC1)C(=O)N 6-((1H-indazol-7-yl)methyl)-N-cyclopropyl-N-methylpyridine-2,4-dicarboxamide